4-((2,4-difluorophenyl)ethynyl)-N-((tetrahydrofuran-2-yl)methyl)benzamide FC1=C(C=CC(=C1)F)C#CC1=CC=C(C(=O)NCC2OCCC2)C=C1